Cl.C(C1=CC=CC=C1)N1N=NN=C1C1(CC(C1)(F)F)N 1-(1-Benzyl-1H-Tetrazol-5-Yl)-3,3-Difluorocyclobutan-1-Amine Hydrochloride